n-octyl-2-furancarboxylate C(CCCCCCC)OC(=O)C=1OC=CC1